C(C)C1=C2C(=CC(=CC2=CC=C1F)O)N1CC=2N=C(N=C(C2CC1)N1CCOCC2(CCO2)C1)OC[C@]12CCCN2C[C@@H](C1)F 5-ethyl-6-fluoro-4-(2-(((2R,7aS)-2-fluorohexahydro-1H-pyrrolizin-7a-yl)methoxy)-4-(1,6-dioxa-9-azaspiro[3.6]decan-9-yl)-5,6-dihydropyrido[3,4-d]pyrimidin-7(8H)-yl)naphthalen-2-ol